N1C=CC2=CC(=CC=C12)S(=O)(=O)N1C=C(C=C1)C(=O)NC=1C=C(C=CC1)C 1-((1H-indol-5-yl)sulfonyl)-N-(m-tolyl)-1H-pyrrole-3-carboxamide